COCCC1=CC=C(CNCCCCCC2=CC(=CC=C2)OCCNC)C=C1 N-(4-(2-methoxyethyl)benzyl)-5-(3-(2-(methylamino)ethoxy)phenyl)pentan-1-amine